(S)-3-([1,1'-Biphenyl]-2-ylamino)pyrrolidine-1-carboxylic acid tert-butyl ester C(C)(C)(C)OC(=O)N1C[C@H](CC1)NC1=C(C=CC=C1)C1=CC=CC=C1